(R)-4-(1-((tert-butyldimethylsilyl)oxy)ethyl)benzaldehyde [Si](C)(C)(C(C)(C)C)O[C@H](C)C1=CC=C(C=O)C=C1